CCC(C)/C=C(\\C)/C1=CC2=C(C(O1)OC)C(=C3C(=C2)C=C(C(=O)C3=O)OC)O The molecule is an organic heterotricyclic compound that is 1H-benzo[g]isochromene-8,9-dione substituted by a hydroxy group at position 10, methoxy groups at positions 1 and 7 and a 4-methylhex-2-en-2-yl group at position 3. Isolated from the stem of the fruiting bodies of the basidiomycete strain Laccaria amethystea, it exhibits inhibitory activity against proteases. It has a role as a metabolite and a protease inhibitor. It is a member of isochromenes, an organic heterotricyclic compound, a member of phenols, a member of orthoquinones, a cyclic acetal and an enol ether.